ClC=1C=2N(C=CC1)N=C(C2)[C@@H]2N(CCC1=C2N=CN1)C(=O)C=1OC(=NN1)C(C)C (R)-(4-(4-chloropyrazolo[1,5-a]pyridin-2-yl)-6,7-dihydro-1H-imidazo[4,5-c]pyridin-5(4H)-yl)(5-isopropyl-1,3,4-oxadiazol-2-yl)methanone